N-(6-(2-cyanopropan-2-yl)-4'-((2-(1,1-difluoroethyl)-6-methylpyrimidin-4-yl)amino)-[2,3'-bipyridin]-6'-yl)acetamide C(#N)C(C)(C)C1=CC=CC(=N1)C=1C=NC(=CC1NC1=NC(=NC(=C1)C)C(C)(F)F)NC(C)=O